3-(4-((8-(tert-butoxy)-8-oxooctyl)amino)-1-oxoisoindolin-2-yl)-2,6-dioxopiperidine-1-carboxylic acid tert-butyl ester C(C)(C)(C)OC(=O)N1C(C(CCC1=O)N1C(C2=CC=CC(=C2C1)NCCCCCCCC(=O)OC(C)(C)C)=O)=O